CC1=CC=C2C=C(NC(C2=C1)=O)C1=CC=CC=C1 7-methyl-3-phenylisoquinolin-1(2H)-one